C(C1=CC=CC=C1)N1N=CC(=C1C)CCOC1=NC=C(C=C1)C=C 2-(2-(1-benzyl-5-methyl-1H-pyrazol-4-yl)ethoxy)-5-vinylpyridine